tert-butylcyclohexylcaproic acid amide C(C)(C)(C)C(C(=O)N)(CCCC)C1CCCCC1